(Z)-3,7-dimethyl-2,6-octadiene-1-ol C/C(=C/CO)/CCC=C(C)C